C(C)(C)C=1C(=NNC1C=1C=C(C=2N(C1)N=CN2)C)C(=O)N[C@@H]2CNCCC2 (S)-4-isopropyl-5-(8-methyl-[1,2,4]triazolo[1,5-a]pyridin-6-yl)-N-(piperidin-3-yl)-1H-pyrazole-3-carboxamide